OC1=C(C=CC=C1)CCC(=O)O 3-(2-Hydroxyphenyl)propionic acid